N-Boc-serine C(=O)(OC(C)(C)C)N[C@@H](CO)C(=O)O